FC(C=1C=C(C=C(C1)C(F)(F)F)C1=NN(C=N1)/C=C(/C(=O)O)\C1=CC=NC=C1)(F)F (E)-3-(3-(3,5-bis-(trifluoromethyl)-phenyl)-1H-1,2,4-triazol-1-yl)-2-(pyridin-4-yl)-acrylic acid